ethyl (R)-5-(3,4-dichlorobenzoyl)-6-methyl-4,5,6,7-tetrahydro-2H-pyrazolo[4,3-c]pyridine-3-carboxylate ClC=1C=C(C(=O)N2CC=3C(C[C@H]2C)=NNC3C(=O)OCC)C=CC1Cl